tert-butyl 3-((8-(2-hydroxy-4-(trifluoromethyl)phenyl)-[1,2,4]triazolo[4,3-a]pyridin-3-yl)amino)piperidine-1-carboxylate OC1=C(C=CC(=C1)C(F)(F)F)C=1C=2N(C=CC1)C(=NN2)NC2CN(CCC2)C(=O)OC(C)(C)C